1,2-dimethylimidazo[1,2-a]pyridin-1-ium iodide [I-].C[N+]=1C(=CN2C1C=CC=C2)C